1,3-bis(t-butyl)-2-methylcyclodisilazane C(C)(C)(C)N1[SiH](N([SiH2]1)C(C)(C)C)C